5-cyclobutyl-6-methylpyridine-2,5-diamine C1(CCC1)C1(CC=C(N=C1C)N)N